ClC=1C=C2C(=CC(=NC2=CC1)C(F)(F)F)NCC1(CN(C1)S(=O)(=O)N)N1N=CC(=C1)F 3-(((6-Chloro-2-(trifluoromethyl)quinolin-4-yl)amino)methyl)-3-(4-fluoro-1H-pyrazol-1-yl)azetidine-1-sulfonamide